4-(2-cyanoprop-2-yl)-N-(2-fluoro-5-(7-((4-methoxybenzyl)(methyl)amino)-1,6-naphthyridin-3-yl)phenyl)pyridine C(#N)C(C)(C)C1=CCN(C=C1)C1=C(C=CC(=C1)C=1C=NC2=CC(=NC=C2C1)N(C)CC1=CC=C(C=C1)OC)F